OC[C@H](C(C)(C)C)NC(C1=CC=C(C=C1)C1=NC(=NC=C1)NC1=CC=C(C=C1)N1CCOCC1)=O (S)-N-(1-Hydroxy-3,3-dimethylbutan-2-yl)-4-(2-((4-morpholinophenyl)amino)pyrimidin-4-yl)benzamide